(biphenylyl)[di(phenyl)triazinylphenyl]dibenzothiophene C1(=C(C=CC=C1)C1=C(C2=C(SC3=C2C=CC=C3)C=C1)C1=C(C(=C(C=C1)C1=CC=CC=C1)C1=CC=CC=C1)C1=NN=NC=C1)C1=CC=CC=C1